N-((4-chloropyridin-2-yl)methyl)-6-fluoro-4-oxo-1-phenyl-7-(1-piperazinyl)-1,4-dihydroquinoline-3-carboxamide ClC1=CC(=NC=C1)CNC(=O)C1=CN(C2=CC(=C(C=C2C1=O)F)N1CCNCC1)C1=CC=CC=C1